trans-4-((3-(2-Cyclopropyloxazol-4-yl)phenyl)((trans-4-(4-methoxy-3-methylphenyl)cyclohexyl)methyl)-carbamoyl)cyclohexyl methylcarbamate CNC(O[C@@H]1CC[C@H](CC1)C(N(C[C@@H]1CC[C@H](CC1)C1=CC(=C(C=C1)OC)C)C1=CC(=CC=C1)C=1N=C(OC1)C1CC1)=O)=O